C1(=CC=CC=C1)SN benzenesulphenamide